C(C)C=1C=C(C=CC1)NC1=CC(C1=O)=O 4-(m-ethylphenylamino)cyclobut-3-ene-1,2-dione